C(C)(C)(C)OC(N[C@@H](C)C=1N(C(C2=C(C=CC=C2C1)C#C[Si](C)(C)C)=O)C1=CC=CC=C1)=O (S)-(1-(1-oxo-2-phenyl-8-((trimethylsilyl)ethynyl)-1,2-dihydroisoquinolin-3-yl)ethyl)carbamic acid tert-butyl ester